tert-butyl N-[4-(4-{3-[(3-chloro-2-methoxyphenyl)amino]-4-oxo-1H,5H,6H,7H-pyrrolo[3,2-c]pyridin-2-yl}pyridin-3-yl)-2-methylbut-3-yn-2-yl]carbamate ClC=1C(=C(C=CC1)NC1=C(NC2=C1C(NCC2)=O)C2=C(C=NC=C2)C#CC(C)(C)NC(OC(C)(C)C)=O)OC